Cl.N[C@H]1C[C@@H](N(CC1)C(=O)OC(C)(C)C)C tert-butyl (2S,4R)-4-amino-2-methylpiperidine-1-carboxylate hydrochloride